4-[3-[4-[[(3S,4R)-3-fluoro-1-methyl-4-piperidyl]amino]-1-(2,2,2-trifluoroethyl)indol-2-yl]prop-2-ynylamino]-3-hydroxy-N-methyl-benzamide F[C@H]1CN(CC[C@H]1NC1=C2C=C(N(C2=CC=C1)CC(F)(F)F)C#CCNC1=C(C=C(C(=O)NC)C=C1)O)C